5-(tert-butyl)-2-(4-fluorophenyl)pyrazolo[1,5-a]pyrimidin-7(4H)-one C(C)(C)(C)C=1NC=2N(C(C1)=O)N=C(C2)C2=CC=C(C=C2)F